OC1CN(C1)C(=O)OC1CCC(CC1)C(N(CC12CCC(CC1)(CC2)C2=CC(=C(C=C2)OC)C)C2=NC=CC(=C2)C2CN(CCC2)C(C)C)=O 4-((4-(1-Isopropylpiperidin-3-yl)pyridin-2-yl)((4-(4-methoxy-3-methylphenyl)bicyclo[2.2.2]octan-1-yl)methyl)carbamoyl)cyclohexyl trans-3-hydroxyazetidine-1-carboxylate